stigmasta-7,24(28)-diene-3-ol CC=C(CC[C@@H](C)[C@H]1CC[C@H]2C3=CCC4CC(CC[C@]4(C)[C@H]3CC[C@]12C)O)C(C)C